1-hexyl-3-methyl-imidazolium tris(pentafluoroethyl)triphosphate FC(C(F)(F)F)(F)OP(OC(C(F)(F)F)(F)F)(=O)OP(=O)(OC(C(F)(F)F)(F)F)OP(=O)([O-])[O-].C(CCCCC)N1C=[N+](C=C1)C.C(CCCCC)N1C=[N+](C=C1)C